methyl-3-((1H-pyrrolo[2,3-b]pyridin-5-yl)oxy)-4'-oxo-2',3',4',5'-tetrahydro-[1,1'-biphenyl] CC1=C(C=CC=C1OC=1C=C2C(=NC1)NC=C2)C=2CCC(CC2)=O